5-methyl-5-trimethylsiloxy-hexan-1-one CC(CCCC=O)(C)O[Si](C)(C)C